N-(6-amino-5-cyclopropylpyridin-3-yl)-2-(2-(2-(2-(dimethylamino)Ethyl)benzo[d]thiazol-5-yl)-5-methylpiperidin-1-yl)-2-oxoacetamide NC1=C(C=C(C=N1)NC(C(=O)N1C(CCC(C1)C)C=1C=CC2=C(N=C(S2)CCN(C)C)C1)=O)C1CC1